2-(1,5-dimethyl-3-phenyl-1H-pyrrol-2-yl)-N-(1,2,3,4,4a,5-hexahydrobenzo[b]pyrazino[1,2-d][1,4]oxazin-8-yl)-2-oxoacetamide CN1C(=C(C=C1C)C1=CC=CC=C1)C(C(=O)NC=1C=CC2=C(OCC3N2CCNC3)C1)=O